5-(chloromethyl)-2-methylisoindolin-1-one ClCC=1C=C2CN(C(C2=CC1)=O)C